CO[C@@H]1CCN2CC(CC12C(=O)OC)=C methyl (1R)-1-methoxy-6-methylenetetrahydro-1H-pyrrolizine-7a(5H)-carboxylate